FC1=C(C(=CC2=C1N=C(O2)C)C2=NC1=CC=C(N=C1C=C2)N2C[C@H](CC2)NC2(CC2)C)O 4-fluoro-2-methyl-6-{6-[(3S)-3-[(1-methylcyclopropyl)amino]pyrrolidin-1-yl]-1,5-naphthyridin-2-yl}-1,3-benzoxazol-5-ol